N1C=C(C2=CC=CC=C12)C(CI)=O 1-(1H-indol-3-yl)-2-iodoethane-1-one